2-chloro-N-(propargyl)aniline ClC1=C(NCC#C)C=CC=C1